Monomethylarginin CN[C@@H](CCCNC(N)=N)C(=O)O